5-(4-chlorophenyl)-N-((2-(2,6-dioxopiperidin-3-yl)-1-oxoisoindolin-5-yl)methyl)-1-isobutyl-4-methyl-1H-pyrazole-3-carboxamide ClC1=CC=C(C=C1)C1=C(C(=NN1CC(C)C)C(=O)NCC=1C=C2CN(C(C2=CC1)=O)C1C(NC(CC1)=O)=O)C